Methyl (5-(5-((4-oxo-3,4-dihydrophthalazin-1-yl)methyl)-2-(trifluoromethoxy) phenyl)-1H-benzoimidazol-2-yl)carbamate carbamate C(N)(O)=O.O=C1NN=C(C2=CC=CC=C12)CC=1C=CC(=C(C1)C1=CC2=C(NC(=N2)NC(OC)=O)C=C1)OC(F)(F)F